(R)-4,5-dihydroxy-2,3-pentanedione O[C@@H](C(C(C)=O)=O)CO